BrC=1C=C(C=CC1)C(CNC=O)C N-(2-(3-bromophenyl)propyl)carboxamide